CS(=O)(=O)C1=CC=C(CN2C=NC=3N=C(NC(C23)=O)N2N=CC(=C2)C(=O)O)C=C1 1-(7-(4-(methylsulfonyl)benzyl)-6-oxo-6,7-dihydro-1H-purin-2-yl)-1H-pyrazole-4-carboxylic acid